C1(CCCCC1)C1OCC(O1)C 5-cyclohexyl-2-methyl-1,4-dioxolane